[Si](C)(C)(C(C)(C)C)O[C@@H]1[C@H](O[C@H]([C@@H]1OC)N1C(NC(C=C1)=O)=O)OCP(OC)(OC)=O Dimethyl ((((2R,3S,4R,5R)-3-((tert-butyldimethylsilyl)oxy)-5-(2,4-dioxo-3,4-dihydropyrimidin-1(2H)-yl)-4-methoxytetrahydrofuran-2-yl)oxy)methyl)phosphonate